3,7-difluoro-1H-indazole-6-carboxylic acid FC1=NNC2=C(C(=CC=C12)C(=O)O)F